7-Bromo-3,3-dibutyl-5-(3,4-difluorophenyl)-8-methoxy-2,3,4,5-tetrahydro-1,5-benzothiazepine 1,1-dioxide BrC=1C(=CC2=C(N(CC(CS2(=O)=O)(CCCC)CCCC)C2=CC(=C(C=C2)F)F)C1)OC